3-(4-(5-fluoroisoindoline-2-carboxamido)phenyl)bicyclo[1.1.1]pentane-1-carboxylic acid FC=1C=C2CN(CC2=CC1)C(=O)NC1=CC=C(C=C1)C12CC(C1)(C2)C(=O)O